1-(7-(2-(4-(6-fluorobenzothiophen-4-yl)piperazin-1-yl)ethyl)-2-oxo-3,4-dihydroquinoline-1(2H)-yl)ethyl dodecanoate C(CCCCCCCCCCC)(=O)OC(C)N1C(CCC2=CC=C(C=C12)CCN1CCN(CC1)C1=CC(=CC2=C1C=CS2)F)=O